COC=1C=C(C=CC1)CN 1-(3-methoxyphenyl)methylamine